C(CCCCCCCCCCCCCC)OCC(CO)(COCCCCCCCCCCCCCCC)COCCCCCCCCCCCCCCC 3-(Pentadecyloxy)-2,2-bis((pentadecyloxy)methyl)propan-1-ol